dibromo-sulfimide BrS(=N)Br